tert-butyl (3R,4R)-3-fluoro-4-{[7-(2-methylpropyl)imidazo[4,3-f][1,2,4]triazin-2-yl]amino}piperidine-1-carboxylate F[C@@H]1CN(CC[C@H]1NC1=NN2C(C=N1)=CN=C2CC(C)C)C(=O)OC(C)(C)C